OC1(CCN(CC1)C(C[C@@H](C)C1=CC=CC=C1)=O)CN1C=C(C(=CC1=O)C=1C=C(C=CC1)C)C(=O)N(C)C(C)C (R)-1-((4-hydroxy-1-(3-phenylbutyryl)piperidin-4-yl)methyl)-N-isopropyl-N-Methyl-6-oxo-4-(m-tolyl)-1,6-dihydropyridine-3-carboxamide